ClC=1C(=C(C=CC1)N1CCC2=C3C1=NC=NC3=CC=C2N)F 4-(3-chloro-2-fluorophenyl)-5,6-dihydro-4H-pyrido[2,3,4-de]quinazolin-7-amine